((4-fluorobenzyl)(methyl)amino)-3-(4-(phenyldiazenyl)phenoxy)propan-2-ol FC1=CC=C(CN(C)CC(COC2=CC=C(C=C2)N=NC2=CC=CC=C2)O)C=C1